C(=O)(O)CCP (2-carboxyethyl)phosphin